COC(=O)N1C[C@H](CC1)C1=NC(=NO1)C1=C(C(=C(C(=C1)F)C)N)F (S)-3-(3-(3-amino-2,5-difluoro-4-methylphenyl)-1,2,4-oxadiazol-5-yl)pyrrolidine-1-carboxylic acid methyl ester